3-((tert-butoxycarbonyl)amino)propyl (2E,4E)-5-(4-methoxyphenyl)penta-2,4-dienoate COC1=CC=C(C=C1)/C=C/C=C/C(=O)OCCCNC(=O)OC(C)(C)C